FC1=C(C=CC=C1)C=1C=NC=2N(C1)C=C(N2)COC2=CC=CC=C2 6-(2-fluorophenyl)-2-phenoxymethylimidazo[1,2-a]pyrimidine